CNC(=O)C1=CC2=C(N(C(=N2)NC=2SC3=C(N2)C=CC(=C3)C(F)(F)F)C)C=C1 1-Methyl-2-(6-trifluoromethyl-benzothiazol-2-ylamino)-1H-benzoimidazole-5-carboxylic acid methylamide